The molecule is a bile acid that is 24-dinor-5beta-cholan-22-oic acid bearing three hydroxy substituents at positions 3alpha, 7alpha and 12alpha. It has a role as a human urinary metabolite and a human blood serum metabolite. It is a bile acid, a 3alpha-hydroxy steroid, a 7alpha-hydroxy steroid and a 12alpha-hydroxy steroid. C[C@@H]([C@H]1CC[C@@H]2[C@@]1([C@H](C[C@H]3[C@H]2[C@@H](C[C@H]4[C@@]3(CC[C@H](C4)O)C)O)O)C)C(=O)O